C(C)(C)(C)OC(=O)NC=1SC2=C(C1)C(=C(C=C2)F)C=2C1=C(C=3C(=NC(=NC3C2F)SCC)N2C3CN(CC2C3)C(=O)OC(C)(C)C)COC1 tert-Butyl 6-[6-[2-(tert-butoxycarbonylamino)-5-fluoro-benzothiophen-4-yl]-3-ethylsulfanyl-5-fluoro-7,9-dihydrofuro[3,4-f]quinazolin-1-yl]-3,6-diazabicyclo[3.1.1]heptane-3-carboxylate